methyl 3-(3,4-dimethoxyphenyl)-3-oxopropionate COC=1C=C(C=CC1OC)C(CC(=O)OC)=O